4-[(phenoxycarbonyl)amino]thiophene-2,3-dicarboxylic acid dimethyl ester COC(=O)C=1SC=C(C1C(=O)OC)NC(=O)OC1=CC=CC=C1